10-(1-(4-bromothiazol-5-yl)ethyl)-5-chloro-4-fluoro-2-(methylthio)-9,10-dihydro-8H-7-oxa-1,3,6,10-tetraazacyclohepta[de]naphthalene BrC=1N=CSC1C(C)N1CCOC2=NC(=C(C=3N=C(N=C1C23)SC)F)Cl